O=C1N(CC2=CC(=CC=C12)C1CCN(CC1)[C@@H](C)C1=CC=CC=C1)C1C(NC(CC1)=O)=O 3-(1-oxo-5-(1-((S)-1-phenylethyl)piperidin-4-yl)isoindolin-2-yl)piperidine-2,6-dione